The molecule is the stable isotope of tin with relative atomic mass 114.903348, 0.34 atom percent natural abundance and nuclear spin (1)/2. [115Sn]